1-(2-((tert-butyldimethylsilyl)oxy)ethyl)-5-chloro-1H-pyrrolo[3,2-b]pyridine-7-carbaldehyde [Si](C)(C)(C(C)(C)C)OCCN1C=CC2=NC(=CC(=C21)C=O)Cl